3-(2-(2,6-dioxopiperidin-3-yl)-1,3-dioxoisoindoline-5-yl)-3,6-diazabicyclo[3.1.1]heptane O=C1NC(CCC1N1C(C2=CC=C(C=C2C1=O)N1CC2NC(C1)C2)=O)=O